FC=1C=CC(=NC1)C=1C=C2C(=NC=NC2=C(C1)OC)NCC=1N=NC(=CC1)C 6-(5-Fluoro-2-pyridyl)-8-methoxy-N-[(6-methylpyridazin-3-yl)methyl]quinazolin-4-amine